N-(2-chloro-3-((3,5-dimethyl-4-oxo-3,4-dihydroquinazolin-6-yl)amino)-4-fluorophenyl)-3-fluoro-N-((2-(trimethylsilyl)ethoxy)-methyl)propane-1-sulfonamide ClC1=C(C=CC(=C1NC=1C(=C2C(N(C=NC2=CC1)C)=O)C)F)N(S(=O)(=O)CCCF)COCC[Si](C)(C)C